5,5-Dimethyl-L-proline CC1(CC[C@H](N1)C(=O)O)C